6-(5-{cyclopropyl[(1S,2R,3R,5R)-2-fluoro-1,5-dimethyl-8-azabicyclo[3.2.1]octan-3-yl]amino}pyrazin-2-yl)-5-hydroxy-N,N-dimethyl-1-benzofuran-2-carboxamide C1(CC1)N(C=1N=CC(=NC1)C1=CC2=C(C=C(O2)C(=O)N(C)C)C=C1O)[C@H]1[C@H]([C@@]2(CC[C@](C1)(N2)C)C)F